3-(6-ethyl-4-hydroxy-2,3-dihydrobenzofuran-5-yl)-6-[[(3R)-1-(2-hydroxyethyl)-3-piperidyl]amino]-4-methyl-1,2,4-triazin-5-one C(C)C1=CC2=C(CCO2)C(=C1C1=NN=C(C(N1C)=O)N[C@H]1CN(CCC1)CCO)O